COCC1=C(C=NN1COCC[Si](C)(C)C)C1=CC=C(C(=O)O)C=C1 4-[5-(methoxymethyl)-1-{[2-(trimethylsilyl)ethoxy]methyl}pyrazol-4-yl]benzoic acid